2-(6-azaspiro[2.5]oct-6-yl)benzamide Boron [B].C1CC12CCN(CC2)C2=C(C(=O)N)C=CC=C2